isopropylidenebis[p-phenyleneoxycarbonyl(p-phenylene)]bismaleimide C(C)(C)(C1=CC=C(C=C1)OC(=O)C1=CC=C(C=C1)C=1C(=O)NC(C1)=O)C1=CC=C(C=C1)OC(=O)C1=CC=C(C=C1)C=1C(=O)NC(C1)=O